N1=CC=C(C=C1)C1=NC(=CC(=C1)C1=CC=NC=C1)C1=CC=NC=C1 2,4,6-tri(4-pyridyl)pyridine